CC1=CC=C(C=C1)C(C)=O 1-(4-methylphenyl)-1-ethanone